ClC=1C(=C(C=CC1)C)C1(CN(CC1)C(=O)OC(C)(C)C)NC1=CC=C2C=CC(N(C2=C1)C)=O tert-butyl 3-(3-chloro-2-tolyl)-3-(1-methyl-2-oxo-7-quinolylamino)-1-pyrrolidinecarboxylate